(2,5-thiophenediyl)bis(5-tert-butylbenzoxazole) S1C(=CC=C1C=1OC2=C(N1)C=C(C=C2)C(C)(C)C)C=2OC1=C(N2)C=C(C=C1)C(C)(C)C